[N+](=O)([O-])C=1C=C2C(C(NC2=CC1)=O)=O 5-Nitroisatin